4-(1-((2-methoxyethoxy)methyl)-3-azabicyclo[3.2.1]oct-3-yl)pyrido[4,3-d]pyrimidine COCCOCC12CN(CC(CC1)C2)C=2C1=C(N=CN2)C=CN=C1